FC1=C(C(=CC=2NC(=NC21)OC2CCC(CC2)CC(=O)O)F)C2=CC=C(C=C2)C2=CC=C(C=C2)CN2CC(C2)OCCO 2-((1r,4r)-4-((4,6-difluoro-5-(4'-((3-(2-hydroxyethoxy)azetidin-1-yl)methyl)-[1,1'-biphenyl]-4-yl)-1H-benzo[d]imidazol-2-yl)oxy)cyclohexyl)acetic acid